C1(CCCCC1)C(C=1C(NC2=CC=C(C=C2N1)Cl)=O)O 3-(cyclohexyl-(hydroxy)methyl)-6-chloro-quinoxalin-2(1H)-one